COC(C[C@@H](CO)NC(=O)OC(C)(C)C)=O (S)-4-hydroxy-3-tert-butyloxycarbonylaminobutyric acid methyl ester